CC=1C=C(C=C(C1OCCN1CCCC1)C)C=1NC(C2=C(N1)N=C(C=C2OC)OC)=O 2-{3,5-dimethyl-4-[2-(pyrrolidin-1-yl)ethoxy]phenyl}-5,7-dimethoxy-3H,4H-pyrido[2,3-d]pyrimidin-4-one